4-(4-amino-6-iodo-7-methyl-7H-pyrrolo[2,3-d]pyrimidin-5-yl)-2-fluorophenyl pyrrolidine-1-carboxylate N1(CCCC1)C(=O)OC1=C(C=C(C=C1)C1=C(N(C=2N=CN=C(C21)N)C)I)F